(2S,3R)-1-tert-butoxycarbonyl-3-phenyl-pyrrolidine-2-carboxylic acid C(C)(C)(C)OC(=O)N1[C@@H]([C@H](CC1)C1=CC=CC=C1)C(=O)O